N1=CN=C(C2=C1SC1=C2CCC1)N1CCN(CC1)CC=1C=C2C(N(C(C2=CC1)=O)N1C(NC(CC1)=O)=O)=O 5-((4-(6,7-dihydro-5H-cyclopenta[4,5]thieno[2,3-d]pyrimidin-4-yl)piperazin-1-yl)methyl)-2-(2,4-dioxotetrahydropyrimidin-1(2H)-yl)isoindoline-1,3-dione